3',6'-dibromo-3-oxo-3H-spiro[isobenzofuran-1,9'-xanthene]-5-carboxylic acid 2-ethylhexyl ester C(C)C(COC(=O)C=1C=C2C(OC3(C4=CC=C(C=C4OC=4C=C(C=CC34)Br)Br)C2=CC1)=O)CCCC